BrC=1C=C(C=CC1)[C@@H](C)NC(OC(C)(C)C)=O (R)-tert-butyl (1-(3-bromophenyl)ethyl)carbamate